N1=C(C=CC=C1)C(CCCCCC1=NC=CC=C1)Br 1,6-dipyridyl-bromohexane